[1-[[[4-[3-[4-[[(3S,4R)-3-fluoro-1-methyl-4-piperidyl]amino]-1-(2,2,2-trifluoroethyl)indol-2-yl]prop-2-ynylamino]-3-methoxy-benzoyl]amino]methyl]-2-methoxy-ethyl] 2-methylpropanoate CC(C(=O)OC(COC)CNC(C1=CC(=C(C=C1)NCC#CC=1N(C2=CC=CC(=C2C1)N[C@H]1[C@H](CN(CC1)C)F)CC(F)(F)F)OC)=O)C